FC(C)(F)C1=CC=CC(=N1)NC1=CC(=NC=C1OCC)NC(C)=O N-(4-((6-(1,1-difluoroethyl)pyridin-2-yl)amino)-5-ethoxypyridin-2-yl)acetamide